3-((5-chloro-4-((2-(isopropylsulfonyl)phenyl)amino)pyrimidin-2-yl)amino)pyrrole ClC=1C(=NC(=NC1)NC1=CNC=C1)NC1=C(C=CC=C1)S(=O)(=O)C(C)C